2-(2-Isopropylpyridin-3-yl)-8-(4-(1-methyl-4-(trifluoromethyl)-1H-imidazol-2-yl)benzyl)-7,8-dihydro-6H-pyrimido[5,4-b][1,4]oxazine C(C)(C)C1=NC=CC=C1C=1N=CC=2OCCN(C2N1)CC1=CC=C(C=C1)C=1N(C=C(N1)C(F)(F)F)C